1'-(3-(difluoromethoxy)phenyl)-2'-oxospiro[cyclopropane-1,3'-indoline]-5'-carboxylic acid FC(OC=1C=C(C=CC1)N1C(C2(C3=CC(=CC=C13)C(=O)O)CC2)=O)F